benzophenoxazinium C1=CC=CC=2C=CC=3OC=4C=CC=CC4[NH2+]C3C21